[6R,S]-5,10-Methylene-5,6,7,8-tetra-hydrofolate C1N2C=3C(NC(=NC3NC[C@@H]2CN1C1=CC=C(C(N[C@@H](CCC(=O)[O-])C(=O)O)=O)C=C1)N)=O